4-(3-aminophenoxy)-N-methylpyridinamide NC=1C=C(OC2=CC(=NC=C2)C(=O)NC)C=CC1